ClC1=C(C(=CC=C1C(F)(F)F)Cl)[C@@H](C)N1C=NC=2C=NC(=CC21)C2=C(C=CC=C2)C(C(=O)O)C 2-(2-(1-((R)-1-(2,6-dichloro-3-(trifluoromethyl)phenyl)ethyl)-1H-imidazo[4,5-c]pyridin-6-yl)phenyl)propanoic acid